1-(2-(3-fluoro-5-(trifluoromethyl)benzyl)pyridin-4-yl)-1H-pyrazole-4-carboxamide FC=1C=C(CC2=NC=CC(=C2)N2N=CC(=C2)C(=O)N)C=C(C1)C(F)(F)F